C1(CCC1)[C@@H](CN(C(=O)[C@@H]1OC2=CC(=C(C=C2CC1)F)OC1=CC=C2C(=N1)C=NN2C)CC(N2CCCC2)=O)C2=CC=CC=C2 |&1:9| (2RS)-N-[(2R)-2-Cyclobutyl-2-phenyl-ethyl]-6-fluoro-7-(1-methylpyrazolo[4,3-b]pyridin-5-yl)oxy-N-(2-oxo-2-pyrrolidin-1-yl-ethyl)chromane-2-carboxamide